N1CCN(CC1)C(=O)N 4-piperazinoamide